4-(trifluoromethyl)-N-((1S,5R)-1,8,8-trimethyl-2,4-dioxo-3-azabicyclo[3.2.1]oct-3-yl)benzamide FC(C1=CC=C(C(=O)NN2C([C@]3(CC[C@@H](C2=O)C3(C)C)C)=O)C=C1)(F)F